2-(4-methylphenoxy)-N-(2-methylsulfanylethyl)-N-phenylacetamide CC1=CC=C(OCC(=O)N(C2=CC=CC=C2)CCSC)C=C1